FC1=CC(=C(C=C1)NC(=O)NC(C(C)C)C1=NC(=NO1)C=1C=NC=CC1)COC 1-[4-fluoro-2-(methoxymethyl)phenyl]-3-{2-methyl-1-[3-(pyridin-3-yl)-1,2,4-oxadiazol-5-yl]propyl}urea